N[C@H](C=1N=C2N(N=CC(=C2)CN2C(N[C@@H](C2)C(F)(F)F)=O)C1)C1CCC(CC1)(F)F (4S)-1-[[2-[(S)-amino-(4,4-difluorocyclohexyl)methyl]imidazo[1,2-b]pyridazin-7-yl]methyl]-4-(trifluoromethyl)imidazolidin-2-one